NC1=NC=C(C2=C1C=NN2)NC(C(N2[C@@H](CCCC2)C2=CC(=CC=C2)N(C)C)=O)=O |o1:14| N-(4-Amino-1H-pyrazolo[4,3-c]pyridin-7-yl)-2-oxo-2-[rel-(2S)-2-[3-(dimethylamino)phenyl]-1-piperidyl]acetamide